NC(C)(C)C1=CC(=NC(=C1)C1=CC=C(C2=CC=CC=C12)F)OC1[C@@H]2CN(C[C@H]12)C(=O)C1=C(N=C(S1)C1=NC=CC=N1)C ((1R,5S,6s)-6-((4-(2-aminopropan-2-yl)-6-(4-fluoronaphthalen-1-yl)pyridin-2-yl)oxy)-3-azabicyclo[3.1.0]hexan-3-yl)(4-methyl-2-(pyrimidin-2-yl)thiazol-5-yl)methanone